C(C(O)CO)C(C(=O)OCC(O)CO)=C glycerol glyceryl-acrylate